tert-butyl (2R,4R)-2-[[2-(cyclohexylamino)-2-oxo-1-(3-pyridyl)ethyl]-(4-cyclopropyl-2-fluoro-phenyl)carbamoyl]-4-hydroxy-pyrrolidine-1-carboxylate C1(CCCCC1)NC(C(C=1C=NC=CC1)N(C(=O)[C@@H]1N(C[C@@H](C1)O)C(=O)OC(C)(C)C)C1=C(C=C(C=C1)C1CC1)F)=O